CC1=NC=C(C(=C1)N)[N+](=O)[O-] methyl-5-nitropyridin-4-amine